1-methyl-4-[6-[[4-(4,4,5,5-tetramethyl-1,3,2-dioxaborolan-2-yl)pyrazol-1-yl]methyl]-3-pyridyl]piperazine 6-bromo-2,2-dimethylhexanoate BrCCCCC(C(=O)O)(C)C.CN1CCN(CC1)C=1C=NC(=CC1)CN1N=CC(=C1)B1OC(C(O1)(C)C)(C)C